C(CCCCCCCCCCC)N[C@@H](CCC(N)=O)C(=O)O.C(CCCCCCCCCCC)N[C@@H](CCC(N)=O)C(=O)O.[Na] sodium di(laurylglutamine)